C(#N)C=1C(=NN(C1C1=CN=NC=C1)C1=C(C=CC=C1)F)OCC(=O)OCC Ethyl {[4-cyano-1-(2-fluorophenyl)-5-(pyridazin-4-yl)-1H-pyrazol-3-yl]oxy}acetate